(E)-1-[2-[2-Hydroxy-3-(propan-2-ylamino)propoxy]phenyl]-3-(4-methoxyphenyl)prop-2-en-1-one OC(COC1=C(C=CC=C1)C(\C=C\C1=CC=C(C=C1)OC)=O)CNC(C)C